BrC1=C(C=C(C=C1)S(=O)(=O)N1CCC2(CC(CO2)NC[C@@H](COC=2C=C(C=CC2)S(=O)(=O)NC)O)CC1)Cl 3-((2S)-3-(8-(4-bromo-3-chlorophenylsulfonyl)-1-oxa-8-azaspiro[4.5]decan-3-ylamino)-2-hydroxypropoxy)-N-methylbenzenesulfonamide